BrC=1C(=NC(=NC1)NC=1C(=NN(C1)C1CCN(CC1)C)C)NCCCN1C(COCCC1)=O 4-(3-((5-bromo-2-((3-methyl-1-(1-methylpiperidin-4-yl)-1H-pyrazol-4-yl)amino)pyrimidin-4-yl)amino)propyl)-1,4-oxazepan-3-one